COS(=O)(=O)[O-].CC(CC[NH3+])(C)C trimethyl-propan-1-aminium methylsulfate